CN(C(CCC(C(=O)OC)C)=O)C methyl 5-(dimethylamino)-2-methyl-5-oxo-pentanoate